[Si](C)(C)(C(C)(C)C)[C@@]1(C[C@@H](O[C@@H]1CO[Si](C)(C)C(C)(C)C)N1C(=O)NC(=O)C(C)=C1)O 3',5'-O-bis(tert-butyldimethylsilyl)thymidine